N8-benzyl-N6-(2-ethylbutyl)-3-isopropyl-[1,2,4]triazolo[4,3-b]pyridazine-6,8-diamine C(C1=CC=CC=C1)NC=1C=2N(N=C(C1)NCC(CC)CC)C(=NN2)C(C)C